5,7-dihydroxy-3-methylpyrazolo[1,5-a]pyrimidine-2-carboxylic acid ethyl ester C(C)OC(=O)C1=NN2C(N=C(C=C2O)O)=C1C